(2-(2,6-Dioxopiperidin-3-yl)-1,3-Dioxoisoindolin-4-yl)glycine tert-butyl ester C(C)(C)(C)OC(CNC1=C2C(N(C(C2=CC=C1)=O)C1C(NC(CC1)=O)=O)=O)=O